rac-9-(2-amino-6-((1,1,1-trifluoropropan-2-yl)oxy)pyrimidin-4-yl)-1-(3,4-difluorophenyl)-3-oxa-1,9-diazaspiro[5.5]undecane-2-one NC1=NC(=CC(=N1)N1CCC2(CCOC(N2C2=CC(=C(C=C2)F)F)=O)CC1)O[C@@H](C(F)(F)F)C |r|